CCN(CC)C(=O)C1=CC=CC(=C1)C N-diethyl-meta-toluamide